10-aminoundecanoic acid NC(CCCCCCCCC(=O)O)C